N1(CCC(CC1)C#CC1=CC=C(C(=O)N(CC)CCOC2=CC=C(C=C2)OC2=C(C=CC3=CC(=CC=C23)OCC2=CC=CC=C2)C2=CC=C(C=C2)S(=O)(=O)C)C=C1)C1CCNCC1 4-([1,4'-Bipiperidinyl]-4-ylethynyl)-N-(2-(4-((6-(benzyloxy)-2-(4-(methylsulfonyl)phenyl)naphthalene-1-yl)Oxy)phenoxy)ethyl)-N-ethylbenzamide